3,5-dideutero-4-aminophenol [2H]C=1C=C(C=C(C1N)[2H])O